FC1=C(N)C(=CC(=C1)C1=CC=C(C=C1)B1OC(C(O1)(C)C)(C)C)F 2,6-difluoro-4-[4-(4,4,5,5-tetramethyl-1,3,2-dioxaborolan-2-yl)phenyl]aniline